2-((3-(2-(dipropylamino)ethyl)-1H-indol-5-yl)oxy)-6-(hydroxymethyl)tetrahydro-2H-pyran-3,4,5-triol C(CC)N(CCC1=CNC2=CC=C(C=C12)OC1OC(C(C(C1O)O)O)CO)CCC